C(C)OC(=O)C=1C=NN(C1C=1C(=NC(=CC1)F)F)C(C)C.C(=C)N(C=O)C N-vinyl-methyl-formamide Ethyl-5-(2,6-difluoropyridin-3-yl)-1-propan-2-ylpyrazole-4-carboxylate